5-bromo-N-[4-(morpholin-4-yl)phenyl]thieno[2,3-b]pyridine-2-carboxamide BrC=1C=C2C(=NC1)SC(=C2)C(=O)NC2=CC=C(C=C2)N2CCOCC2